tert-butyl 2-(7-bromo-2-chloropyrido[2,3-d]pyrimidin-4-yl)hydrazine-1-carboxylate BrC=1C=CC2=C(N=C(N=C2NNC(=O)OC(C)(C)C)Cl)N1